N-(2,4-di-tert-butyl-phenyl-5-hydroxy-phenyl)-1,4-dihydro-4-oxoquinoline-3-carboxamide C(C)(C)(C)C1=C(C=CC(=C1)C(C)(C)C)C1=C(C=C(C=C1)O)NC(=O)C1=CNC2=CC=CC=C2C1=O